N-(5-(5-Chloro-2-cyanopyridin-4-yl)pyrazolo[1,5-a]pyridin-2-yl)cyclopropanecarboxamide ClC=1C(=CC(=NC1)C#N)C1=CC=2N(C=C1)N=C(C2)NC(=O)C2CC2